perfluorooctyl-tetralone FC1(C(C2=C(C(=C(C(=C2C(C1(F)F)(F)F)F)F)F)F)=O)C(C(C(C(C(C(C(C(F)(F)F)(F)F)(F)F)(F)F)(F)F)(F)F)(F)F)(F)F